S1C=NC2=C1C=C(C=C2)C=2C=CC=1N(C2)N=C(N1)NC(CC=1C=NN(C1)C)=O N-(6-(benzo[d]thiazol-6-yl)-[1,2,4]triazolo[1,5-a]pyridin-2-yl)-2-(1-methyl-1H-pyrazol-4-yl)acetamide